FC=1C=C(C=NC1)C=1C=C(C=CC1C)NC(=O)N1C2CC(CC1C2)CO N-(3-(5-fluoropyridin-3-yl)-4-methylphenyl)-3-(hydroxymethyl)-6-azabicyclo[3.1.1]heptane-6-carboxamide